C(C)(C)(C)OC(C=CC=1C(=NC(=CC1)CO)C(=O)OCC)=O ethyl 3-(3-tert-butoxy-3-oxoprop-1-en-1-yl)-6-(hydroxymethyl)pyridine-2-carboxylate